5-(((trans-3-(3-cyclopropyl-4-(7-morpholinoquinoxalin-2-yl)-1H-pyrazol-1-yl)cyclobutyl)methyl)amino)-2-(2,6-dioxopiperidin-3-yl)isoindoline-1,3-dione C1(CC1)C1=NN(C=C1C1=NC2=CC(=CC=C2N=C1)N1CCOCC1)[C@@H]1C[C@H](C1)CNC=1C=C2C(N(C(C2=CC1)=O)C1C(NC(CC1)=O)=O)=O